OC[C@H](C(=O)NC)C (R)-3-hydroxy-N,2-dimethylpropanamide